CCCCC[C@@H](/C=C/C=C\\C=C\\C=C\\[C@H]([C@H](CCCC(=O)O)O)O)O The molecule is a C20 hydroxy fatty acid having (5S)-, (6R)- and (15S)-hydroxy groups as well as (7E)- (9E)-, (11Z)- and (13E)-double bonds. It has a role as a metabolite and a human metabolite. It is a lipoxin, a long-chain fatty acid and a hydroxy polyunsaturated fatty acid. It is a conjugate acid of a lipoxin A4(1-).